OC1=C(C(=CC(=C1)C(F)(F)F)C)C1=CC2=C(N=N1)N(CC2)[C@@H]2COCC[C@H]2O (3R,4R)-3-[3-[2-hydroxy-6-methyl-4-(trifluoromethyl)-phenyl]-5,6-di-hydropyrrolo[2,3-c]pyridazin-7-yl]-tetrahydropyran-4-ol